(E)-1-(4-methoxyphenyl)-3-phenylprop-2-ene COC1=CC=C(C=C1)C\C=C\C1=CC=CC=C1